ClC1=NC=C(C(=C1)C1=C(C=NC(=C1)C)C(=O)NC=1SC2=C(N1)CN(C2)C(C2=NC=C(C=C2Cl)C(C)(F)F)=O)OC 2'-chloro-N-(5-(3-chloro-5-(1,1-difluoroethyl)picolinoyl)-5,6-dihydro-4H-pyrrolo[3,4-d]thiazol-2-yl)-5'-methoxy-6-methyl-[4,4'-bipyridine]-3-carboxamide